6-butylnaphthalen-2-ol C(CCC)C=1C=C2C=CC(=CC2=CC1)O